(S)-7-chloro-1-methyl-N-(3-(1-methylpyrrolidin-2-yl)-5-(trifluoromethyl)phenyl)-6-(pyrazolo[1,5-a]pyrazin-3-yloxy)-1H-imidazo[4,5-b]pyridin-2-amine ClC1=C2C(=NC=C1OC=1C=NN3C1C=NC=C3)N=C(N2C)NC2=CC(=CC(=C2)C(F)(F)F)[C@H]2N(CCC2)C